C(#N)C1=CN=C2N1C(=CC(=C2)C=2C(=NN(C2C)C2CCN(CC2)C(=O)OC(C)(C)C)CCO)OC tert-Butyl 4-[4-(3-cyano-5-methoxy-imidazo[1,2-a]pyridin-7-yl)-3-(2-hydroxyethyl)-5-methyl-pyrazol-1-yl]piperidine-1-carboxylate